C1(CC1)C=1NC2=C3C(=CC=C2C1)C=CC=C3 cyclopropyl-benzindole